C(C)(=O)ON(OC(C)=O)CCN(OC(C)=O)CCC[Si](OC)(OC)OC N-[β-(N,N-diacetoxy)aminoethyl]-γ-(N-acetoxy)aminopropyltrimethoxysilane